C(C)C(CC(C(=O)N)OCC(=O)N)CCCC 2-ethylhexyldiglycolamide